C(CCCCCCCCCCC)SC(=S)SC(C(=O)O)(C)C 2-(laurylsulfanylthiocarbonylthio)-2-methylpropionic acid